CC1(OCC(O1)CN)C 2,2-dimethyl-1,3-dioxolan-4-methylamine